2-(4-(9-hydroxy-2-methoxy-9-(trifluoromethyl)-9H-fluoren-4-yl)-1H-pyrazol-1-yl)-N'-(Pyridin-3-yl)propanehydrazide OC1(C2=CC=CC=C2C=2C(=CC(=CC12)OC)C=1C=NN(C1)C(C(=O)NNC=1C=NC=CC1)C)C(F)(F)F